ClC=1C=C(C=C(C1)NS(=O)(=O)C)NC(=O)C1=CN(C(=C1)C)C1=NC=C(C=C1)N1CC(C1)(F)F N-(3-chloro-5-(methylsulfonamido)phenyl)-1-(5-(3,3-difluoroazetidin-1-yl)pyridin-2-yl)-5-methyl-1H-pyrrole-3-carboxamide